O[C@H](CC)C1=CC(=NC=C1)N1N=CC(=C1)S(=O)(=O)NC=1C=CC=C2C=NN(C12)C (R)-1-(4-(1-HYDROXYPROPYL)PYRIDIN-2-YL)-N-(1-METHYL-1H-INDAZOL-7-YL)-1H-PYRAZOLE-4-SULFONAMIDE